(R)-4-Methoxy-5-(piperazin-1-yl)-N-(tetrahydrofuran-3-yl)pyridineamide COC1=CC(=NC=C1N1CCNCC1)C(=O)N[C@H]1COCC1